C(#N)[C@H](C[C@H]1C(NCC1)=O)NC([C@H](CC(C)(C)C)NC(=O)C1=NC2=C(N1)C=CC=C2F)=O N-[(2S)-1-({(1S)-1-cyano-2-[(3S)-2-oxopyrrolidin-3-yl]ethyl}amino)-4,4-dimethyl-1-oxopentan-2-yl]-4-fluoro-1H-benzimidazole-2-carboxamide